C1(=CC=CC=C1)C=1C=C2C=CC(=C(C2=CC1)C1=C(C=CC2=CC(=CC=C12)C1=CC=CC=C1)OC1=CC(=C(C(=O)O)C=C1)C1=CC2=CC=CC=C2C=C1)OC1=CC(=C(C(=O)O)C=C1)C1=CC2=CC=CC=C2C=C1 4,4'-[(6,6'-diphenyl[1,1'-binaphthalene]-2,2'-diyl)bis(oxy)]bis[2-(naphthalen-2-yl)benzoic acid]